Oleic acid Choline chloride [Cl-].OCC[N+](C)(C)C.C(CCCCCCC\C=C/CCCCCCCC)(=O)O